methyl 3-(4-methoxyphenyl)propanoate COC1=CC=C(C=C1)CCC(=O)OC